CN(C1C=2C=CC(=CC2CCC1)N1C(=CC2=C1N=C(N=C2)N[C@H]2[C@@H](COCC2)O)C(=O)N(C)C)C 7-(5-(dimethylamino)-5,6,7,8-tetrahydronaphthalen-2-yl)-2-(((3S,4R)-3-hydroxytetrahydro-2H-pyran-4-yl)amino)-N,N-dimethyl-7H-pyrrolo[2,3-d]pyrimidine-6-carboxamide